(2S,4R)-1-((allyloxy)carbonyl)-4-((tert-butoxycarbonyl)(ethyl)amino)pyrrolidine-2-carboxylic acid C(C=C)OC(=O)N1[C@@H](C[C@H](C1)N(CC)C(=O)OC(C)(C)C)C(=O)O